C12COCC2C1NC(C1=NC(=C(C=C1)N1CCN(CC1)CC=1C=NC=2C=C(C(NC2C1)=O)CC)C)=O N-(3-oxabicyclo[3.1.0]hexan-6-yl)-5-(4-((7-ethyl-6-oxo-5,6-dihydro-1,5-naphthyridin-3-yl)methyl)piperazin-1-yl)-6-methylpicolinamide